FC(COC1=C(C=CC=C1)N1N=C(C=C(C1=O)C(=O)NC1=CC=C(C=C1)C(C(F)F)(C(F)F)O)C)F 2-[2-(2,2-difluoroethoxy)phenyl]-6-methyl-3-oxo-N-[4-(1,1,3,3-tetrafluoro-2-hydroxypropan-2-yl)phenyl]-2,3-dihydropyridazine-4-carboxamide